(S)-6-(3,3-difluoro-4-((2-(1-(trifluoromethyl)cyclopropyl)pyridin-4-yl)oxy)pyrrolidin-1-yl)-2-methyl-[4,5'-bipyrimidine] FC1(CN(C[C@@H]1OC1=CC(=NC=C1)C1(CC1)C(F)(F)F)C1=CC(=NC(=N1)C)C=1C=NC=NC1)F